C(C)(C)(C)C=1C(=C(C=CC1)N1N=C2C(=N1)C=CC(=C2)Cl)O 2-(3-tert-butyl-2-hydroxyphenyl)-5-chloro-2H-benzotriazole